C(C)N1[C@H]([C@@H](CCC1)C1=CC=2C(=NC=C(C2NC=2C=CC3=C(N=CS3)C2F)F)S1)C N-(2-((2S,3R)-1-ethyl-2-methylpiperidin-3-yl)-5-fluorothieno[2,3-b]pyridin-4-yl)-4-fluorobenzo[d]thiazol-5-amine